[Pt].ClC1C(=C=C(CCCC1)C1CCCCCCC1)Cl dichloro(1,2-bicyclooctadiene) platinum